FC1=C(C(=CC(=C1)F)OCCOC)C1=C2C(=C(N=C1C=1C=NC=3CCN(CC3C1)C(=O)OC(C)(C)C)C=1C=C3C=NN(C3=CC1)C)SC=C2 tert-butyl 3-[4-[2,4-difluoro-6-(2-methoxyethoxy)phenyl]-7-(1-methylindazol-5-yl)thieno[2,3-c]pyridin-5-yl]-7,8-dihydro-5H-1,6-naphthyridine-6-carboxylate